(R)-3-amino-1-(2-((6-amino-9H-purin-9-yl)methyl)-3-ethyl-5-(thiophen-2-yl)phenyl)-N-cyclopropylpyrrolidine-3-carboxamide N[C@]1(CN(CC1)C1=C(C(=CC(=C1)C=1SC=CC1)CC)CN1C2=NC=NC(=C2N=C1)N)C(=O)NC1CC1